O1C(C(C(=O)C2=CC=CC=C12)O)C1=CC=CC=C1 2,3-dihydroflavonol